phenyl-2-morpholinopropane C1(=CC=CC=C1)CC(C)N1CCOCC1